C(CCCCCCC\C=C/CCCCCC)(=O)OC (9Z)-methyl hexadeca-9-enoate